1-(4-(2,6-dimethylmorpholino)-2-fluorophenyl)cyclobutane-1,3-diamine CC1OC(CN(C1)C1=CC(=C(C=C1)C1(CC(C1)N)N)F)C